(S)-2-(1-(6-(1-amino-1,3-dihydro-spiro[inden-2,4'-piperidin]-1'-yl)-1H-pyrazolo[3,4-b]pyrazin-3-yl)vinyl)benzonitrile N[C@@H]1C2=CC=CC=C2CC12CCN(CC2)C2=CN=C1C(=N2)NN=C1C(=C)C1=C(C#N)C=CC=C1